FC1=CC=C(C(=O)N[C@@H](CC2=CC=C(C=C2)F)C(=O)N[C@@H](CC2=CC=CC=C2)C(=O)O)C=C1 N-(N-p-fluorobenzoyl-L-p-fluorophenylalanyl)-L-phenylalanyl alcohol